ClC1=C(C(=[N+](C=C1)[O-])C)C1=C(C=C(C=C1)NC([C@@H](NC(=O)C1=CC=C2N1CCNC2)C2CCC(CC2)(F)F)=O)F 4-chloro-3-(4-((S)-2-(4,4-difluorocyclohexyl)-2-(1,2,3,4-tetrahydropyrrolo[1,2-a]pyrazine-6-carboxamido)acetamido)-2-fluorophenyl)-2-methylpyridine 1-oxide